(3R)-N-[3-[7-cyano-2-(methylamino)pyrido[2,3-d]pyrimidin-6-yl]-4-methylphenyl]-3-(trifluoromethoxy)pyrrolidine-1-carboxamide C(#N)C=1C(=CC2=C(N=C(N=C2)NC)N1)C=1C=C(C=CC1C)NC(=O)N1C[C@@H](CC1)OC(F)(F)F